Thenoyltrifluoro-aceton C1(=CC=CS1)C(=O)CC(=O)C(F)(F)F